C(C)(=O)OC1C=C(CC1)C(=O)NC=1C=C(C=CC1)C[C@@H](C(=O)OC)NC(=O)OC(C)(C)C methyl (2S)-3-(3-(3-acetoxycyclopent-1-ene-1-carboxamido)phenyl)-2-((tert-butoxycarbonyl)amino)propanoate